tert-butyl (1-oxo-1-(4-((4-(1-propyl-1H-pyrazol-4-yl)-7H-pyrrolo[2,3-d]pyrimidin-2-yl)amino)phenyl)-5,8,11,14-tetraoxa-2-azahexadecan-16-yl)carbamate O=C(NCCOCCOCCOCCOCCNC(OC(C)(C)C)=O)C1=CC=C(C=C1)NC=1N=C(C2=C(N1)NC=C2)C=2C=NN(C2)CCC